C(C(=C)C)(=O)OCC[N+](C)(C)C [2-(methacryloxy)-ethyl]trimethylammonium